(S)-3-(1-(6-ethoxy-5-methoxypyridin-2-yl)-2-(methylsulfonyl)ethyl)-6-(2-fluorophenyl)-7-methyl-1-(2,2,2-trifluoroethyl)-1H-imidazo[4,5-b]pyridin-2(3H)-one C(C)OC1=C(C=CC(=N1)[C@@H](CS(=O)(=O)C)N1C(N(C=2C1=NC=C(C2C)C2=C(C=CC=C2)F)CC(F)(F)F)=O)OC